O[C@H](CNCC1=CC(=NC(=C1)C(F)(F)F)OC1CCN(CC1)C1CC(C1)(N1N=CC(=C1)C=1C2=C(N=CN1)NC=C2)CC#N)C {trans-3-(4-[{4-({[(2S)-2-hydroxypropyl]amino}methyl)-6-(trifluoromethyl)pyridin-2-yl}oxy]piperidin-1-yl)-1-[4-(7H-pyrrolo[2,3-d]pyrimidin-4-yl)-1H-pyrazol-1-yl]cyclobutyl}acetonitrile